C(CCC)C1=C(C(=C(C(=N1)O)C(=O)N1CCC(CC1)C1=C(C=CC=C1)OC)O)C1=C(C=CC=C1OC)OC 6-butyl-5-(2,6-dimethoxyphenyl)-3-[4-(2-methoxyphenyl)piperidine-1-carbonyl]pyridine-2,4-diol